((1S,5R)-1-(3,4-dichlorophenyl)-3-azabicyclo[3.1.0]hex-3-yl)((5R)-7,7-dimethyl-5-phenyl-4,5,6,7-tetrahydropyrazolo[1,5-a]pyrimidin-3-yl)methanone zinc [Zn].ClC=1C=C(C=CC1Cl)[C@]12CN(C[C@@H]2C1)C(=O)C=1C=NN2C1N[C@H](CC2(C)C)C2=CC=CC=C2